CC(=CC1=CC(=NN1C1=C(C=C(C=C1C)C)C)NS(=O)(=O)C1=CC=CC=C1)C N-[5-(2-Methylprop-1-enyl)-1-(2,4,6-trimethylphenyl)pyrazol-3-yl]benzenesulfonamide